(S)-10-((5-chloro-2-((S)-8-hydroxy-6-azaspiro[3.5]nonan-6-yl)pyrimidin-4-yl)amino)-2-cyclopropyl-3,3-difluoro-7-methyl-1,2,3,4-tetrahydro-[1,4]oxazepino[2,3-c]quinolin-6(7H)-one ClC=1C(=NC(=NC1)N1CC2(CCC2)C[C@@H](C1)O)NC1=CC=2C3=C(C(N(C2C=C1)C)=O)OCC([C@@H](N3)C3CC3)(F)F